tert-butyl 4-(6-pyrazolo[1,5-a]pyridin-3-yl-2-pyridyl)piperidine-1-carboxylate N1=CC(=C2N1C=CC=C2)C2=CC=CC(=N2)C2CCN(CC2)C(=O)OC(C)(C)C